NC1=C2N=CN(C2=NC(=N1)F)[C@H]1C[C@@H]([C@@](O1)(C#C)CO[P@](=O)(OC1=CC=CC=C1)N[C@@H](CC1=CC=CC=C1)C(=O)OCC(CCCCC)CCCCC)O 2-pentylheptyl ((S)-(((2R,3S,5R)-5-(6-amino-2-fluoro-9H-purin-9-yl)-2-ethynyl-3-hydroxytetrahydrofuran-2-yl)methoxy)(phenoxy)phosphoryl)-L-phenylalaninate